ClCCCCC 1-chloropentane